N-(2-aminoethyl)-2,3,4,5,6-pentahydroxycaproamide NCCNC(C(C(C(C(CO)O)O)O)O)=O